1-(3-bromophenyl)-N-(3-(1,1-difluoroethyl)phenyl)-3-methyl-5-oxo-4,5-dihydro-1H-pyrazole-4-carboxamide BrC=1C=C(C=CC1)N1N=C(C(C1=O)C(=O)NC1=CC(=CC=C1)C(C)(F)F)C